ethyl (E)-3-(5-(3-(tert-butyl)benzamido)benzo[b]thiophen-2-yl)acrylate C(C)(C)(C)C=1C=C(C(=O)NC2=CC3=C(SC(=C3)/C=C/C(=O)OCC)C=C2)C=CC1